C(C1=CC=CC=C1)(C1=CC=CC=C1)N1CCC(CC1)C=1C(=C2CN(C(C2=CC1)=O)C1C(NC(CC1)=O)=O)F 3-(5-(1-benzhydryl-piperidin-4-yl)-4-fluoro-1-oxoisoindolin-2-yl)piperidine-2,6-dione